3-amino-4-(4,5-diamino-1,2,4-triazole-3-yl)-furazan NC1=NON=C1C1=NN=C(N1N)N